(1S,2S,3S,4R,5R)-3-hydroxy-2-methyl-6,8-dioxabicyclo[3.2.1]octan-4-yl 4-methylbenzenesulfonate CC1=CC=C(C=C1)S(=O)(=O)O[C@@H]1[C@H]([C@@H]([C@H]2CO[C@@H]1O2)C)O